1-methoxynaphthalene COC1=CC=CC2=CC=CC=C12